CN1C=C(C2=CC(=CC=C12)C1=CC=CC=C1)[C@]([C@](C=O)(O)[N+](=O)[O-])(O)[C@@H](O)[C@H](O)CO 3-(1-methyl-5-phenyl-3-indolyl)-2-nitrogalactose